FC12C(C(=O)OC1=O)C=C(C(=C2F)F)F 2,3,4,5-tetrafluorophthalic anhydride